N1C(=NC2=C1C=CC=C2)N2CC1=CC=C(C(=C1CC2C(=O)O)OCC2=CC=CC=C2)OC 2-(1H-benzo[d]imidazol-2-yl)-5-(benzyloxy)-6-methoxy-1,2,3,4-tetrahydroisoquinoline-3-carboxylic acid